4-((4-((3-bromo-2-hydroxy-4-((4-hydroxy-2-methoxy-6-methyl-benzoyl)oxy)-5,6-dimethylbenzoyl)oxy)-2-hydroxy-3,6-dimethylbenzoyl)oxy)-6-methoxy-2,3-dimethylbenzoic acid BrC=1C(=C(C(=O)OC2=C(C(=C(C(=O)OC3=C(C(=C(C(=O)O)C(=C3)OC)C)C)C(=C2)C)O)C)C(=C(C1OC(C1=C(C=C(C=C1C)O)OC)=O)C)C)O